2-(chloromethyl)-5-phenylpyrimidine ClCC1=NC=C(C=N1)C1=CC=CC=C1